ClC(CC1=C(C=CC=C1)C)=O alpha-chloro(2-methylphenyl)ethanone